isopropyl (4-bromo-3-(neopentylsulfonyl)phenyl)carbamate BrC1=C(C=C(C=C1)NC(OC(C)C)=O)S(=O)(=O)CC(C)(C)C